CC=1C(=C(C(=O)O)C=CC1C(=O)O)C.C(C=1C(C(=O)OC)=CC=CC1)(=O)OC dimethyl phthalate (dimethyl terephthalate)